C1(CCCCCCC1)=C(C(=O)NC1=CC=C(C=C1)C1=C(C=NC=C1C)C)NC(=O)C1=CC=NN1C N-(1-cyclooctylidene-2-((4-(3,5-dimethylpyridin-4-yl)phenyl)amino)-2-oxoethyl)-1-methyl-1H-pyrazole-5-carboxamide